N-(1-{4-[3-Hydroxy-4-(propane-2-sulfonylamino)-tetrahydro-furan-3-yl]-phenyl}-pyrrolidin-3-yl)-acetamide OC1(COCC1NS(=O)(=O)C(C)C)C1=CC=C(C=C1)N1CC(CC1)NC(C)=O